carbon dioxide tin [Sn].C(=O)=O